FC(F)S(=O)(=O)[O-].[Li+] lithium difluoromethyl-sulfonate